1-(pent-2-yn-1-yl)-4-(4-(trifluoromethyl)phenyl)-1H-1,2,3-triazole C(C#CCC)N1N=NC(=C1)C1=CC=C(C=C1)C(F)(F)F